cis-tert-butyl 4-(4-(3-(6-(benzyloxy)-2-hydroxypyridin-3-yl)-1-methyl-1H-indazol-6-yl)piperidine-1-carbonyl)-3-fluoropiperidine-1-carboxylate C(C1=CC=CC=C1)OC1=CC=C(C(=N1)O)C1=NN(C2=CC(=CC=C12)C1CCN(CC1)C(=O)[C@@H]1[C@@H](CN(CC1)C(=O)OC(C)(C)C)F)C